CC1=CC=C(C=C1)NNC1=CC=C(C=C1)C 1,2-bis(4-methylphenyl)hydrazine